2-[4-[3-(2-Bromo-4-propan-2-yloxyphenyl)-3-oxoprop-1-enyl]phenoxy]acetic acid BrC1=C(C=CC(=C1)OC(C)C)C(C=CC1=CC=C(OCC(=O)O)C=C1)=O